C(CCCCC)(=O)O[C@H](\C=C(/[C@@H]1[C@H]([C@H](C[C@H]1O)O)C\C=C/CCCC(=O)NCC)\O[N+](=O)[O-])CCC1=CC=CC=C1 (nitrooxy)-(1s,2e)-3-[(1r,2r,3s,5r)-2-[(2Z)-7-(ethylamino)-7-oxo-2-hepten-1-yl]-3,5-dihydroxycyclopentyl]-1-(2-phenylethyl)-2-propen-1-yl hexanoate